4-((5-(3,3-Dimethyl-2-oxoindolin-1-yl)pyridin-3-yl)methyl)phthalazin-1(2H)-one CC1(C(N(C2=CC=CC=C12)C=1C=C(C=NC1)CC1=NNC(C2=CC=CC=C12)=O)=O)C